(1R,5S,6s)-6-((4-(2-aminopropan-2-yl)-6-(3-chloro-4-(trifluoromethyl)phenyl)pyridin-2-yl)oxy)-3-azabicyclo[3.1.0]hexan NC(C)(C)C1=CC(=NC(=C1)C1=CC(=C(C=C1)C(F)(F)F)Cl)OC1[C@@H]2CNC[C@H]12